tert-butyl (4-(3-isopropyl-8-(2,2,2-trifluoroacetamido)imidazo[1,5-a]pyrazin-5-yl)cyclohexyl)carbamate C(C)(C)C1=NC=C2N1C(=CN=C2NC(C(F)(F)F)=O)C2CCC(CC2)NC(OC(C)(C)C)=O